5-(2-butanesulfonylbenzoyl)amino-3-(1,2,3,4,5,8-hexahydroindolizin-7-yl)-benzofuran C(CCC)S(=O)(=O)C1=C(C(=O)NC=2C=CC3=C(C(=CO3)C3=CCN4CCCC4C3)C2)C=CC=C1